1-(3-((2-((2-cyclopropyl-4-(3-(dimethylamino)azetidin-1-yl)phenyl)amino)-5-(trifluoromethyl)pyrimidin-4-yl)amino)propyl)piperidin-2-one C1(CC1)C1=C(C=CC(=C1)N1CC(C1)N(C)C)NC1=NC=C(C(=N1)NCCCN1C(CCCC1)=O)C(F)(F)F